lithium 1-methyl-3-((trifluoromethoxy)methyl)-1H-pyrazole-5-carboxylate CN1N=C(C=C1C(=O)[O-])COC(F)(F)F.[Li+]